C(C)(C)(C)C1=CC=C(C=C1)C1=CC=C2C(C(COC2=C1)(C)C)NC(O[C@@H]1CN2CCC1CC2)=O (S)-quinuclidin-3-yl (7-(4-(tert-butyl)phenyl)-3,3-dimethylchroman-4-yl)carbamate